7-hydroxy-octatrienoic acid OC(=CC=CC=CC(=O)O)C